C(C)(C)(C)OC(COC1=C(C=C(C=C1)N1N=C(C=C1NC=1C(=C2C=NN(C2=CC1)C1OCCCC1)Cl)C(F)(F)F)OC)=O 2-(4-(5-((4-chloro-1-(tetrahydro-2H-pyran-2-yl)-1H-indazol-5-yl)amino)-3-(trifluoromethyl)-1H-pyrazol-1-yl)-2-methoxyphenoxy)acetic acid tert-butyl ester